4-(3,5-dimethylisoxazol-4-yl)-N-((1r,4r)-4-methoxycyclohexyl)-2-nitroaniline CC1=NOC(=C1C1=CC(=C(NC2CCC(CC2)OC)C=C1)[N+](=O)[O-])C